N,N'-bis(2,6-diisopropylphenyl)ethane-1,2-diimine C(C)(C)C1=C(C(=CC=C1)C(C)C)N=CC=NC1=C(C=CC=C1C(C)C)C(C)C